FC1(C(CC(CC1)C(C(=O)NC1=NC=C(C=C1)OC1=CC=C(C=C1)F)C)C1=CNC(C=C1)=O)F 2-(4,4-difluoro-3-(6-oxo-1,6-dihydropyridin-3-yl)-cyclohexyl)-N-(5-(4-fluorophenoxy)pyridin-2-yl)propan-amide